N-(5-bromo-4-(4-chloro-3-fluorophenyl)thiazol-2-yl)-5-((2-hydroxy-3-methoxybenzyl)amino)-3-methylpyridine-2-sulfonamide BrC1=C(N=C(S1)NS(=O)(=O)C1=NC=C(C=C1C)NCC1=C(C(=CC=C1)OC)O)C1=CC(=C(C=C1)Cl)F